NC1=NC=2C=NC(=CC2C2=C1[C@@H](OC2)C)C(=O)N2[C@@H](COCC2)C2=CC(=C(C=C2)F)C(F)(F)F ((3S)-4-amino-3-methyl-1,3-dihydrofuro[3,4-c][1,7]naphthyridin-8-yl)((3R)-3-(4-fluoro-3-(trifluoromethyl)phenyl)-4-morpholinyl)methanone